N4,N4-dibenzyl-N6-cyclopentylpyrimidine-4,5,6-triamine C(C1=CC=CC=C1)N(C1=NC=NC(=C1N)NC1CCCC1)CC1=CC=CC=C1